(1-{2,6-difluoro-4-[4-(4-fluoro-phenoxy)-6-trifluoromethyl-pyrimidin-2-yl]-phenyl}-piperidin-4-yl)-acetic acid FC1=C(C(=CC(=C1)C1=NC(=CC(=N1)OC1=CC=C(C=C1)F)C(F)(F)F)F)N1CCC(CC1)CC(=O)O